3-([(3R,5S)-5-(dimethylcarbamothioyl)pyrrolidin-3-yl]oxymethyl)benzamide hydrochloride Cl.CN(C(=S)[C@@H]1C[C@H](CN1)OCC=1C=C(C(=O)N)C=CC1)C